(+-)-12-hydroxyeicosatetraenoic acid O[C@@H](CCC=CC=CC=CC=CC(=O)O)CCCCCCCC |r|